(R)-6-((5-((1-(dimethylamino)propan-2-yl)oxy)-7-(1-methyl-1H-pyrazol-4-yl)quinazolin-4-yl)amino)-5-fluoroquinolin-3-ol CN(C[C@@H](C)OC1=C2C(=NC=NC2=CC(=C1)C=1C=NN(C1)C)NC=1C(=C2C=C(C=NC2=CC1)O)F)C